3',5'-dimethoxy-N-((4-methyl-2-oxo-1,2,5,6,7,8-hexahydroquinolin-3-yl)methyl)-[1,1'-biphenyl]-4-carboxamide COC=1C=C(C=C(C1)OC)C1=CC=C(C=C1)C(=O)NCC=1C(NC=2CCCCC2C1C)=O